C(C)(C)(C)C1C(CCC(C1)C)O 2-tert-butyl-4-methyl-1-cyclohexanol